4-{[4-(18F)fluorophenyl]methoxy}-1-[3-(propan-2-yl)-2,3,4,5-tetrahydro-1H-[1,4]diazepino[1,7-a]indol-9-yl]pyridin-2(1H)-one [18F]C1=CC=C(C=C1)COC1=CC(N(C=C1)C1=CC=2C=C3N(C2C=C1)CCN(CC3)C(C)C)=O